2-((phenylimino)methyl)-4-vinylphenol C1(=CC=CC=C1)N=CC1=C(C=CC(=C1)C=C)O